(S)-2-amino-1-(2-(benzo[d]thiazol-6-ylsulfonyl)-2,6-dihydropyrrolo[3,4-c]pyrazol-5(4H)-yl)-2-(2-fluorophenyl)ethan-1-one N[C@H](C(=O)N1CC2=NN(C=C2C1)S(=O)(=O)C1=CC2=C(N=CS2)C=C1)C1=C(C=CC=C1)F